2-(9H-carbazol-2-yl)-N-(2,5-difluorobenzyl)acetamide C1=C(C=CC=2C3=CC=CC=C3NC12)CC(=O)NCC1=C(C=CC(=C1)F)F